3-[4-[2,4-difluoro-6-(2-methoxyethoxy)phenyl]-7-(1-methylindazol-5-yl)thieno[2,3-c]pyridin-5-yl]-7,8-dihydro-5H-1,6-naphthyridine-6-carboxylic acid tert-butyl ester C(C)(C)(C)OC(=O)N1CC=2C=C(C=NC2CC1)C=1C(=C2C(=C(N1)C=1C=C3C=NN(C3=CC1)C)SC=C2)C2=C(C=C(C=C2OCCOC)F)F